O=C1NC(CCC1N1C(N(C2=C1C=CC(=C2)CCCOCCOCC(=O)O)C)=O)=O 2-[2-[3-[1-(2,6-Dioxo-3-piperidyl)-3-methyl-2-oxo-benzimidazol-5-yl]propoxy]ethoxy]acetic acid